C(C1=CC=CC=C1)SC=1C=C(C=CC1F)CCO 2-(3-(benzylthio)-4-fluorophenyl)ethanol